1-[5-bromo-2-[4-(trifluoromethyl)phenyl]pyrazol-3-yl]ethanone 4-nitrobenzyl-(R)-2-diazo-4-((2R,3R)-3-((R)-1-(methoxythioformylamino)ethyl)-4-oxoazetidin-2-yl)-3-oxopentanoate [N+](=O)([O-])C1=CC=C(COC(C(C([C@H](C)[C@H]2NC([C@@H]2[C@@H](C)NC(=S)OC)=O)=O)=[N+]=[N-])=O)C=C1.BrC=1C=C(N(N1)C1=CC=C(C=C1)C(F)(F)F)C(C)=O